2-ethoxycarbonylbicyclo[2.2.1]Hept-5-ene C(C)OC(=O)C1C2C=CC(C1)C2